C(C1=CC=CC=C1)OC=1C=2N(N=C(C1)C=1C(NC(NC1)=O)=O)C=CN2 5-(8-(benzyloxy)imidazo[1,2-b]pyridazin-6-yl)pyrimidine-2,4(1H,3H)-dione